6-[4-[(2S)-2-[(tert-butoxycarbonyl)-amino]-4-carbamoylbutoxy]phenyl]hexanoic acid C(C)(C)(C)OC(=O)N[C@H](COC1=CC=C(C=C1)CCCCCC(=O)O)CCC(N)=O